CN(C(CCCNCC(=O)O)=O)C 2-[[4-(dimethylamino)-4-oxo-butyl]amino]acetic acid